NCCCN(CCCNCCCN)CCCN N,N,N'-tris(3-aminopropyl)-1,3-diaminopropane